C[C@H]1COCCC=2N1C1=C(N2)C=CC(=C1)C(=O)OC (S)-methyl 1-methyl-1,2,4,5-tetrahydrobenzo[4,5]imidazo[1,2-d][1,4]oxazepine-9-carboxylate